(R)-1-(5-(4-(trifluoromethyl)phenyl)-5,6,6a,7,9,10-hexahydro-8H-dipyrazino[1,2-a:2',3'-e]pyrazin-8-yl)ethan-1-one FC(C1=CC=C(C=C1)N1C[C@H]2N(C3=C1N=CC=N3)CCN(C2)C(C)=O)(F)F